tert-butyl ((4-amino-2-fluoro-5-methylphenyl)sulfonyl)(thiazol-4-yl)carbamate NC1=CC(=C(C=C1C)S(=O)(=O)N(C(OC(C)(C)C)=O)C=1N=CSC1)F